(2-(2,4-Dimethyl-6-(2-azetidinyl)phenoxy)ethyl)morpholine CC1=C(OCCN2CCOCC2)C(=CC(=C1)C)C1NCC1